(2S)-2-aminopropane-1-sulfonyl chloride hydrochloride Cl.N[C@H](CS(=O)(=O)Cl)C